3-methylbenzimidazole-5-carbaldehyde CN1C=NC2=C1C=C(C=C2)C=O